CC1=C2NCCN(C2=CC=C1)C1=CC2=CN=C3NCCCCN4CCCC(N(C1=O)C2=N3)C4 17-(5-methyl-3,4-dihydro-2H-quinoxalin-1-yl)-1,6,11,13,20-pentazatetracyclo[10.6.2.12,6.015,19]henicosa-12,14,16,19-tetraen-18-one